7-(6-chloro-3-pyridyl)-5-(4-fluorophenyl)-6-tetrahydropyran-4-yl-1H-pyrrolo[2,3-f]indazole ClC1=CC=C(C=N1)C1=C(N(C=2C=C3C=NNC3=CC21)C2=CC=C(C=C2)F)C2CCOCC2